C1(=C2N(C=N1)CCC2)C(C(=O)OCC)N2CC1=C(C=C(C=C1C2=O)C=2C=NN(C2)C2CCN(CC2)C(=O)OC(C)(C)C)F tert-butyl 4-[4-[2-[1-(6,7-dihydro-5H-pyrrolo[1,2-c]imidazol-1-yl)-2-ethoxy-2-oxo-ethyl]-7-fluoro-3-oxo-isoindolin-5-yl]pyrazol-1-yl]piperidine-1-carboxylate